CN(C([C@H]([C@@H](C)O)NC(=O)C1CC(N(CC1)CO)=O)=O)C N-((2S,3R)-1-(dimethylamino)-3-hydroxy-1-oxobutan-2-yl)(hydroxymethyl)-2-oxopiperidine-4-carboxamide